4-amino-3,3-dimethylpyrrolidin-2-one NC1C(C(NC1)=O)(C)C